5-bromo-2-chloro-3-(2-cyclohexylidenehydrazineyl)-6-methylpyridine BrC=1C=C(C(=NC1C)Cl)NN=C1CCCCC1